BrC1=CC(=C2N(C1=O)C1(NC2=O)CC2C(CC(C1)N2C)O)C 6'-bromo-7-hydroxy-8,8'-dimethyl-2'H-8-azaspiro[bicyclo[3.2.1]octane-3,3'-imidazo[1,5-a]pyridine]-1',5'-dione